C1(CC1)C=1N=NN(C1)[C@H](C(=O)N1[C@@H](C[C@H](C1)O)C(=O)NCC(C)S(=O)(=O)N1CCN(CC1)C1=CC=CC=C1)C(C)(C)C (2S,4R)-1-[(2S)-2-(4-cyclopropyltriazol-1-yl)-3,3-dimethyl-butanoyl]-4-hydroxy-N-[2-(4-phenylpiperazin-1-yl)sulfonylpropyl]pyrrolidine-2-carboxamide